3-(2-hydroxyphenyl)cinnolin-7-yl-2,6-diazapyridin OC1=C(C=CC=C1)C=1N=NC2=CC(=CC=C2C1)C=1N=NN=CC1